5-(hydroxymethyl)thiophene-2-carboxylic acid OCC1=CC=C(S1)C(=O)O